3-methyl-2-(4-(pentafluoro-λ6-sulfanyl)phenyl)butanamide CC(C(C(=O)N)C1=CC=C(C=C1)S(F)(F)(F)(F)F)C